C(C1CO1)N(C1=CC=C(OC2=CC=C(C(=O)C3=CC=C(C=C3)OC3=CC=C(C=C3)N(CC3CO3)CC3CO3)C=C2)C=C1)CC1CO1 N,N,N',N'-tetraglycidyl-4,4'-bis(4-aminophenoxy)benzophenone